(2s,4s)-1-(3-cyano-4,6-dimethylpyridin-2-yl)-N-(3,4-difluorophenyl)-N-ethyl-4-fluoropyrrolidine-2-carboxamide C(#N)C=1C(=NC(=CC1C)C)N1[C@@H](C[C@@H](C1)F)C(=O)N(CC)C1=CC(=C(C=C1)F)F